COC(=O)C1=NC=C(C=C1SCC)C1(CC1)C#N 5-(1-cyanocyclopropyl)-3-ethylsulfanyl-pyridine-2-carboxylic acid methyl ester